FC=1C=CC(=C(COC2=CC=C3CCN=CC3=C2)C1)C 7-((5-fluoro-2-methylbenzyl)oxy)-3,4-dihydroisoquinolin